PC=1C(=C(O[Ni+])C=CC1)P BIS(PHOSPHINO)-PHENOXYNICKEL(II)